C(C)(=O)C1=C(N(C(=C1)CC[Si](C)(C)C)C1=CC=C(C#N)C=C1)C 4-(3-acetyl-2-methyl-5-(2-(trimethylsilyl)ethyl)-1H-pyrrol-1-yl)benzonitrile